C(C)OCCOC(C(C(C(=O)OCCOCC)C(C)C)(C#N)C(C)C)=O 2,3-diisopropyl-2-cyanosuccinic acid-1,4-di-(2-ethoxyethyl) ester